(S)-2-amino-N-((S)-1,1-bis(4-methoxyphenyl)propan-2-yl)-3-methylbutanamide hydrochloride Cl.N[C@H](C(=O)N[C@H](C(C1=CC=C(C=C1)OC)C1=CC=C(C=C1)OC)C)C(C)C